N1C=CC=2C1=NC=CC2C2=CC=C(S2)C(=O)N 5-(1H-pyrrolo[2,3-b]pyridin-4-yl)thiophene-2-carboxamide